(2S)-4-carbamoyl-2-[[(9H-fluoren-9-ylmethoxy)carbonyl]amino]butanoic acid C(N)(=O)CC[C@@H](C(=O)O)NC(=O)OCC1C2=CC=CC=C2C=2C=CC=CC12